9-hydroPeroxy-10,12-octadecadienoic acid O(O)C(CCCCCCCC(=O)O)C=CC=CCCCCC